C(#N)C1(CC1)NS(=O)(=O)C=1C=C(C=2N(C1)C(=CN2)C=2SC(=NN2)C(F)F)N2C[C@H](O[C@@H](C2)C)CO |o1:28,30| rel-N-(1-cyanocyclopropyl)-3-(5-(difluoromethyl)-1,3,4-thiadiazol-2-yl)-8-((2S,6R)-2-(hydroxymethyl)-6-methylmorpholino)imidazo[1,2-a]pyridine-6-sulfonamide